4-tert-butylphenyl-2-fluoro-3,5-lutidine C(C)(C)(C)C1=CC=C(C=C1)C1=C(C(=NC=C1C)F)C